BrC1=CN=C2C(=N1)N(C=N2)CC=2C=C1C=CC=NC1=C(C2)F 6-((6-bromo-1H-imidazo[4,5-b]pyrazin-1-yl)methyl)-8-fluoroquinoline